C(C)(C)(C)OC(=O)N1C(CN(CC1)C=1C=C2C=CN=C(C2=CC1)Cl)C 4-(1-chloroisoquinolin-6-yl)-2-methylpiperazine-1-carboxylic acid tert-butyl ester